N[C@H]1C2N(CC1CC2)C(=O)C2=CC1=C(C(=C(O1)C=1N(C3=CC(=CC=C3C1)C(C)(C)O)CC1CC1)C)C=C2 ((7R)-7-Amino-2-azabicyclo[2.2.1]heptan-2-yl)(2-(1-(cyclopropylmethyl)-6-(2-hydroxypropan-2-yl)-1H-indol-2-yl)-3-methylbenzofuran-6-yl)methanone